ClC=1C=C2C(N(NC2=CC1)[C@H](C)C1CCC(CC1)C1=CC=NC2=CC=C(C=C12)F)=O 5-chloro-2-((R)-1-((1s,4S)-4-(6-fluoroquinolin-4-yl)cyclohexyl)ethyl)-1,2-dihydro-3H-indazol-3-one